O1CCN(CC1)CCNC(=O)C1=CC=C(C=C1)B(O)O 4-(2-morpholinoethylcarbamoyl)phenylboronic acid